ClC=1C(=C2C=NNC2=C(C1F)N(C)[C@H](C)[C@H](C)OC)C=1N=CC=2N(C1)C=C(N2)NC(=O)C2C(C2)F N-(6-(5-chloro-6-fluoro-7-(((2R,3S)-3-methoxybutan-2-yl)(methyl)amino)-1H-indazol-4-yl)imidazo[1,2-a]pyrazin-2-yl)-2-fluorocyclopropane-1-carboxamide